ClC1=C(C=CC=C1)C[C@H](C(=O)NC1=CC=C2C(=C1)NC(C21CCOCC1)=O)NC(CC1=CC=NC=C1)=O (2R)-3-(2-chlorophenyl)-N-(2-oxospiro-[indoline-3,4'-tetrahydropyran]-6-yl)-2-{[2-(pyridin-4-yl)acetyl]amino}propionamide